5-(5-{[(Ethylcarbamoyl)amino]methyl}-2-{[(3R)-3-methyl-3,4-dihydroisoquinolin-2(1H)-yl]carbonyl}phenyl)-N-(4-hydroxyphenyl)-N,1,2-trimethyl-1H-pyrrole-3-carboxamide C(C)NC(=O)NCC=1C=CC(=C(C1)C1=CC(=C(N1C)C)C(=O)N(C)C1=CC=C(C=C1)O)C(=O)N1CC2=CC=CC=C2C[C@H]1C